difluorodibenzofuran FC1=C(C2=C(OC3=C2C=CC=C3)C=C1)F